C=CC=CC=CC=CCCC(C)=O 11-dodecanetetraenal